2,6-di-tert-butyl-p-toluenol C(C)(C)(C)C1=C(C)C(=CC(=C1)O)C(C)(C)C